FC1=CC(=C(C=C1)[C@H]1[C@@H](O[C@](C1)(C(F)(F)F)C)C(=O)NC1=CC(=NC=C1)S(=O)(=O)C)OC |r| rac-(2R,3S,4S,5R)-3-(4-fluoro-2-methoxyphenyl)-5-methyl-N-(2-(methylsulfonyl)pyridin-4-yl)-5-(trifluoromethyl)tetrahydrofuran-2-carboxamide